5-chloro-4-(cyclopentylmethoxy)-2-fluoro-N-((3-methoxyphenyl)sulfonyl)benzamide ClC=1C(=CC(=C(C(=O)NS(=O)(=O)C2=CC(=CC=C2)OC)C1)F)OCC1CCCC1